difluoro-2-(2-hydroxyphenyl)acetamide FC(C(=O)N)(C1=C(C=CC=C1)O)F